4-(4-fluoro-3-(trifluoromethyl)phenyl)butanoic acid FC1=C(C=C(C=C1)CCCC(=O)O)C(F)(F)F